N12CC(C(CC1)CC2)N(C(O)=O)[C@H]2C(CC1=CC(=CC=C21)C2=C(C=C(C=C2)C(F)(F)F)C(F)(F)F)(C)C.FC2=CC=C(C=C2)SC2=CC=C(C=C2)[N+](=O)[O-] (4-fluorophenyl)(4-nitrophenyl)sulfane (S)-quinuclidin-3-yl-(5-(2,4-bis(trifluoromethyl)phenyl)-2,2-dimethyl-2,3-dihydro-1H-inden-1-yl)carbamate